(2S)-4-methyl-2-[[2-[1-[(2-methylphenyl)methyl]-5-oxopyrrolidin-2-yl]acetyl]amino]pentanecarboxylic acid CC(C[C@@H](CC(=O)O)NC(CC1N(C(CC1)=O)CC1=C(C=CC=C1)C)=O)C